NCC1=C(C=C(C=C1)C1=C(C=NC=C1)C1CCNCC1)C 4-(4-(4-(aminomethyl)-3-methylphenyl)pyridin-3-yl)piperidine